2,6-diethyl-3-chloro-4-pyrone C(C)C=1OC(=CC(C1Cl)=O)CC